3-(5-(((1R,2S)-2-((S)-3-methoxypyrrolidin-1-yl)cyclopentyl)oxy)-1-oxoisoindolin-2-yl)piperidine-2,6-dione CO[C@@H]1CN(CC1)[C@@H]1[C@@H](CCC1)OC=1C=C2CN(C(C2=CC1)=O)C1C(NC(CC1)=O)=O